FC(C(C1=CC=CC2=CC=CC=C12)N1CCC(CC1)N(S(=O)(=O)C)CC(=O)NCC(NCC#C)=O)F 2-(N-(1-(2,2-difluoro-1-(naphthalen-1-yl)ethyl)piperidin-4-yl)methylsulfonamido)-N-(2-oxo-2-(prop-2-yn-1-ylamino)ethyl)acetamide